1-methyldimethoxysilylethyldimethylsilyl-2-(diethylamino)(methyldimethoxysilylpropylamino)methylsilylethyldimethylsilylbenzene C[Si](C(C)C=1C(=C(C(=C(C1)[SiH](C)C)N(CC)CC)CC[SiH2]CNCCC[Si](OC)(OC)C)[SiH](C)C)(OC)OC